C(C=C)C1=NC(=CC=C1NC(C1=C(N=CC(=C1)C(F)(F)F)NC1=C(C=C(C=C1)F)CCC=C)=O)OC N-(2-allyl-6-methoxypyridin-3-yl)-2-((2-(but-3-en-1-yl)-4-fluorophenyl)-amino)-5-(trifluoromethyl)nicotinamide